4-iodo-N-(1'-methyl-2'-oxospiro[cyclopentane-1,3'-indoline]-5'-yl)-2-(6-azaspiro[2.5]octan-6-yl)benzamide IC1=CC(=C(C(=O)NC=2C=C3C4(C(N(C3=CC2)C)=O)CCCC4)C=C1)N1CCC4(CC4)CC1